4-(6,7-dichloro-4-methoxyphthalazin-1-yl)piperazine-1-carboxylic acid tert-butyl ester C(C)(C)(C)OC(=O)N1CCN(CC1)C1=NN=C(C2=CC(=C(C=C12)Cl)Cl)OC